2-oxo-1-phenyl-1,2-dihydropyridine-3-carboxylic acid methyl ester COC(=O)C=1C(N(C=CC1)C1=CC=CC=C1)=O